methyl (S)-4-((1-(4-((4-((tert-butoxycarbonyl)amino)piperidin-1-yl)methyl)phenyl)-2-oxo-1,2-dihydropyrimidin-4-yl)carbamoyl)piperazine-2-carboxylate C(C)(C)(C)OC(=O)NC1CCN(CC1)CC1=CC=C(C=C1)N1C(N=C(C=C1)NC(=O)N1C[C@H](NCC1)C(=O)OC)=O